FC=1C=C(C=CC1OC1=NC=CC(=N1)C)C=1C(=NC(=NC1)NC=1C=NN(C1)C)N1CC(C1)NC(C#CC)=O N-(1-(5-(3-Fluoro-4-((4-methylpyrimidin-2-yl)oxy)phenyl)-2-((1-methyl-1H-pyrazol-4-yl)amino)pyrimidin-4-yl)azetidin-3-yl)-2-butynamide